CC1=CN=CC=2N1C=CN2 5-methylimidazo[1,2-a]pyrazin